2-[[5-[(R)-ethylsulfinyl]-6-[3-methyl-6-(trifluoromethyl)imidazo[4,5-b]pyridin-2-yl]-3-pyridyl]oxy]-2-methyl-propanenitrile C(C)[S@@](=O)C=1C=C(C=NC1C1=NC=2C(=NC=C(C2)C(F)(F)F)N1C)OC(C#N)(C)C